NC1=C2N=CN(C2=NC(=N1)Cl)C1CCC(CC1)C(=O)NC=1SC2=C(N1)C=C1C(=C2)OCO1 4-(6-amino-2-chloro-9H-purin-9-yl)-N-([1,3]dioxolo[4,5-f][1,3]benzothiazol-6-yl)cyclohexanecarboxamide